2-hydrazino-6-methoxypyrimidine-4-carbonitrile N(N)C1=NC(=CC(=N1)C#N)OC